COC=1C=C(C=CC1OC)[C@H]1OC[C@@H]([C@@H]1COC(C(=CC)C)=O)CC1=CC=C(C=C1)C(F)(F)F ((2S,3R,4R)-2-(3,4-dimethoxyphenyl)-4-(4-(trifluoromethyl)benzyl)tetrahydrofuran-3-yl)methyl-2-methylbut-2-enoate